tert-butyl (1R,4R)-5-((1-(1-((2-(trimethylsilyl)ethoxy)methyl)-1H-pyrazol-4-yl)piperidin-4-yl)methyl)-2,5-diazabicyclo[2.2.1]heptane-2-carboxylate C[Si](CCOCN1N=CC(=C1)N1CCC(CC1)CN1[C@H]2CN([C@@H](C1)C2)C(=O)OC(C)(C)C)(C)C